2-N-((1S)-1-(5-Fluoropyrimidin-2-yl)ethyl)-4-N-(1-methylimidazol-4-yl)-7H-pyrrolo(2,3-d)pyrimidine-2,4-diamine FC=1C=NC(=NC1)[C@H](C)NC=1N=C(C2=C(N1)NC=C2)NC=2N=CN(C2)C